[5-[(1R)-1-(3,5-Dichloro-4-pyridyl)ethoxy]-1H-indazol-3-yl]-1'-ethyl-spiro[chromane-2,4'-piperidine]-4-ol ClC=1C=NC=C(C1[C@@H](C)OC=1C=C2C(=NNC2=CC1)C1N(CCC2(C1)OC1=CC=CC=C1C(C2)O)CC)Cl